diacetic acid tetrasodium salt [Na+].[Na+].[Na+].[Na+].C(C)(=O)[O-].C(C)(=O)[O-]